((6-((4,4-difluorocyclohexyl)amino)-2-(3-(hydroxymethyl)-1H-pyrazol-1-yl)pyrimidin-4-yl)methyl)pyrrolidin-2-one FC1(CCC(CC1)NC1=CC(=NC(=N1)N1N=C(C=C1)CO)CN1C(CCC1)=O)F